N[C@@H]1CN(CCC1)C1=CC(=NC=C1C=1C=NN(C1)CC(F)(F)F)NC1=CC=C2C(=N1)N(N=C2C#N)C(C)C (S)-6-((4-(3-Aminopiperidin-1-yl)-5-(1-(2,2,2-trifluoroethyl)-1H-pyrazol-4-yl)pyridin-2-yl)amino)-1-isopropyl-1H-pyrazolo[3,4-b]pyridine-3-carbonitrile